ClC=1C=C(C=CC1F)NC(=O)C1=C(N=CN1C)C1CC2CC(CC2C1)(O)C1=CC(=NN1CC)C(F)(F)F N-(3-Chloro-4-fluorophenyl)-4-(5-(1-ethyl-3-(trifluoromethyl)-1H-pyrazol-5-yl)-5-hydroxyoctahydropentalen-2-yl)-1-methyl-1H-imidazole-5-carboxamide